C1(CCCC1)N1C2=NC(=NC=C2N=C1NC1=CC=CC=C1)NC1=CC=C(C=C1)N1CCC(CC1)N(C)CC=1C=C2CN(C(C2=CC1)=O)C1C(NC(CC1)=O)=O 3-(5-(((1-(4-((9-cyclopentyl-8-(phenylamino)-9H-purin-2-yl)amino)phenyl)piperidin-4-yl)(methyl)amino)methyl)-1-oxoisoindolin-2-yl)piperidine-2,6-dione